6'-((4'-fluoro-[1,1'-biphenyl]-2,4-diyl)bis(oxy))bis(pyridin-3-amine) FC1=CC=C(C=C1)C1=C(C=C(C=C1)OC1=NC=CC=C1N)OC1=NC=CC=C1N